1,1-bis(4-hydroxy-3-tertiary butylphenyl)propane OC1=C(C=C(C=C1)C(CC)C1=CC(=C(C=C1)O)C(C)(C)C)C(C)(C)C